ClC1=NC=CC(=N1)N1CC2(CC1)CCN(CC2)C2=CN=C1C(=N2)N(N=C1)CC(F)F 2-(2-chloropyrimidin-4-yl)-8-(1-(2,2-difluoroethyl)-1H-pyrazolo[3,4-b]pyrazin-6-yl)-2,8-diazaspiro[4.5]decane